CN1N=NC2=C1C=CC(=C2C)C(C(C(=O)O)(C)C)C2=CC(=C(C=C2)C)CN2C[C@H](OC1=NC3=CC=C(C=C3C=C1C2)C)CC 3-(1,4-dimethyl-1H-benzo[d][1,2,3]triazol-5-yl)-3-(3-(((R)-2-ethyl-8-methyl-2,3-dihydro-[1,4]oxazepino[7,6-b]quinolin-4(5H)-yl)methyl)-4-methylphenyl)-2,2-dimethylpropanoic Acid